1-isopropyl-N-(4-methylphenethyl)-4-(3-(trifluoromethyl)phenoxy)-1H-pyrazole-5-carboxamide C(C)(C)N1N=CC(=C1C(=O)NCCC1=CC=C(C=C1)C)OC1=CC(=CC=C1)C(F)(F)F